O[C@@]12CCC([C@@]1(C)CC[C@@H]1[C@]3(CCC(C=C3C(C[C@@H]21)=O)=O)C)=O 14-hydroxyandrost-4-ene-3,6,17-trione